heptadecan-9-yl 8-((2-hydroxy-6-(1H-pyrrole-3-carboxamido)hexyl)(6-((2-methylpentyl)oxy)-6-oxohexyl)Amino)octanoate OC(CN(CCCCCCCC(=O)OC(CCCCCCCC)CCCCCCCC)CCCCCC(=O)OCC(CCC)C)CCCCNC(=O)C1=CNC=C1